Tri(pyrazolyl)phosphine N1N=C(C=C1)P(C1=NNC=C1)C1=NNC=C1